2-(3-(((1r,3r)-3-hydroxycyclohexyl)amino)-5-methyl-1,2,4-triazin-6-yl)-5-(trifluoromethyl)phenol O[C@H]1C[C@@H](CCC1)NC=1N=NC(=C(N1)C)C1=C(C=C(C=C1)C(F)(F)F)O